[I-].C[N+]1=CN(C=C1)CCC 3-Methyl-1-propylimidazolium iodide